7-chloro-3-(3,3-difluorocyclobutyl)-6-(2-fluorobenzyl)-3,6-dihydro-4H-pyrazolo[4,3-d][1,2,3]triazin-4-one ClC=1N(N=C2C1N=NN(C2=O)C2CC(C2)(F)F)CC2=C(C=CC=C2)F